O[C@@H]1[C@@H](N(CC1)C(=O)OC(C)(C)C)C tert-butyl (2S,3S)-3-hydroxy-2-methyl-pyrrolidine-1-carboxylate